(R)-5-(tert-butyl)-N-(1-(3-fluoro-2-methyl-4-(6-methyl-7-(piperazin-1-yl)-9H-pyrimido[4,5-b]indol-4-yl)phenyl)ethyl)-1,2,4-oxadiazole-3-carboxamide C(C)(C)(C)C1=NC(=NO1)C(=O)N[C@H](C)C1=C(C(=C(C=C1)C1=NC=NC=2NC3=CC(=C(C=C3C21)C)N2CCNCC2)F)C